COC(=O)C1(CCC1)C1=NC=CN=C1Cl 1-(3-chloropyrazin-2-yl)cyclobutane-1-carboxylic acid methyl ester